C(C)C=1C(=C(C(=C(C1CC)CC)C)O)C 3,4,5-triethyl-2,6-dimethylphenol